CN1C(N(C(C2=C1N=CC=C2)=O)C=2C=CC(=C1C=CC=NC21)C[C@@H](C(=O)OC)NC(C2=CC=CC=C2)(C2=CC=CC=C2)C2=CC=CC=C2)=O methyl (S)-3-(8-(1-methyl-2,4-dioxo-1,4-dihydropyrido[2,3-d]pyrimidin-3(2H)-yl)quinolin-5-yl)-2-(tritylamino)propanoate